3,4-dicyano-6-tert-butyl-8-bromocarbazole C(#N)C=1C=CC=2NC3=C(C=C(C=C3C2C1C#N)C(C)(C)C)Br